5-[[4-fluoro-2-(4-methyl-1,2,5-oxadiazol-3-yl)benzoimidazol-1-yl]methyl]pyrazine-2-carbonitrile FC1=CC=CC=2N(C(=NC21)C2=NON=C2C)CC=2N=CC(=NC2)C#N